3-acrylamido-N-(bis(dimethylamino)methylene)-N-methylpropan-1-aminium bromide [Br-].C(C=C)(=O)NCCC[N+](C)=C(N(C)C)N(C)C